2-(3-aminophenyl)-5-aminophenylbenzimidazole NC=1C=C(C=CC1)C1=C(C=C(C=C1)N)C=1NC2=C(N1)C=CC=C2